CN(C(CC1=CN(C2=CC=C(C=C12)OC)C(=O)OC(C)(C)C)=O)C tert-Butyl 3-(2-(dimethylamino)-2-oxoethyl)-5-methoxy-1H-indole-1-carboxylate